Cl.C(C)OC1=C(CNCC2CCNCC2)C=C(C=C1)C(F)(F)F N-(2-ethoxy-5-(trifluoromethyl)benzyl)-1-(piperidin-4-yl)methanamine hydrochloride